ClC1=CC=C(CN2CC(CCC2)C2=CC=NC=3N2N=C(C3C=3C=CC=NC3)C)C=C1 5-(7-(1-(4-Chlorobenzyl)piperidin-3-yl)-2-methylpyrazolo[1,5-a]pyrimidin-3-yl)pyridin